FC1=NC(=CC=C1N1C2CN(C(C1)CC2)C(=O)OC(C)(C)C)C(NC)=O tert-butyl 5-(2-fluoro-6-(methylcarbamoyl) pyridin-3-yl)-2,5-diazabicyclo[2.2.2]octane-2-carboxylate